C(C)(C)(C)C=1N=C(NC1)OC 4-(tert-butyl)-2-methoxy-1H-imidazole